ClC=1C=CC(=C(OCCC(C(=O)[O-])(C)C)C1)CC(N1CCC2=CC=C(C=C12)OC(F)(F)F)=O 4-(5-chloro-2-(2-oxo-2-(6-(trifluoromethoxy) indolin-1-yl) ethyl) phenoxy)-2,2-dimethylbutyrate